1-(3-((2-((5-(4-methylpiperazin-1-yl)pyridin-2-yl)amino)-5-(trifluoromethyl)pyridin-4-yl)amino)propyl)piperidin-2-one CN1CCN(CC1)C=1C=CC(=NC1)NC1=NC=C(C(=C1)NCCCN1C(CCCC1)=O)C(F)(F)F